C(=CCCC)S(=O)(=O)O Pentensulfonic acid